β-Glucose O[C@H]1[C@H](O)[C@@H](O)[C@H](O)[C@H](O1)CO